5,10,15,20-tetrakis(3-hydroxyphenyl)chlorin C1CC2=C(C3=NC(=C(C4=CC=C(N4)C(=C5C=CC(=N5)C(=C1N2)C6=CC(=CC=C6)O)C7=CC(=CC=C7)O)C8=CC(=CC=C8)O)C=C3)C9=CC(=CC=C9)O